racemic-3-(4-(1-(3-Ethyl-2-oxo-1,2-dihydroquinolin-7-yl)ethyl)piperazin-1-yl)-3-oxopropanenitrile C(C)C=1C(NC2=CC(=CC=C2C1)[C@@H](C)N1CCN(CC1)C(CC#N)=O)=O |r|